NC1=C(C=NN1)C(C1=CC(=CC=C1)C#N)=O 5-AMINO-4-(3-CYANOBENZOYL)-PYRAZOLE